NCCN(CCNC(OC(C)(C)C)=O)C tert-butyl N-[2-[2-aminoethyl(methyl)amino]ethyl]carbamate